C(#N)/C(=C/[O-])/C(OCC)OCC.[Na+] sodium (Z)-2-cyano-3,3-diethoxyprop-1-en-1-olate